FC1=C(CC2=CC=CC(=N2)C2OCCN(C2)C(CCC2=CC=CC=C2)=O)C=CC=C1 1-(2-(6-(2-fluorobenzyl)pyridin-2-yl)morpholino)-3-phenylpropan-1-one